bis[N-(1-naphthyl)-N-phenylamino]terphenyl C1(=CC=CC2=CC=CC=C12)N(C1=CC=CC=C1)C=1C(=C(C=CC1)C=1C(=CC=CC1)C1=CC=CC=C1)N(C1=CC=CC2=CC=CC=C12)C1=CC=CC=C1